(2-amino-5-bromo-6-methylpyridin-3-yl)(3-(trifluoromethyl)-bicyclo[1.1.1]pentan-1-yl)methanone NC1=NC(=C(C=C1C(=O)C12CC(C1)(C2)C(F)(F)F)Br)C